8-Methyl-N-{[(2R/S)-5-oxotetrahydrofuran-2-yl]methyl}-2-(pyridin-2-ylmethyl)-4,5-dihydro-2H-furo[2,3-g]indazol-7-carboxamid CC1=C(OC=2CCC3=CN(N=C3C21)CC2=NC=CC=C2)C(=O)NC[C@@H]2OC(CC2)=O |r|